CP(=O)([O-])[O-] The molecule is an organophosphonate oxoanion obtained by deprotonation of the phosphonate OH groups of methylphosphonic acid. It is a conjugate base of a methylphosphonate(1-).